3-(((4-(2-((2,6-dimethylpyrimidin-4-yl)amino)pyrazolo[1,5-a]pyridin-5-yl)-6-methylpyridin-3-yl)oxy)methyl)tetrahydro-2H-pyran-3-ol CC1=NC(=CC(=N1)NC1=NN2C(C=C(C=C2)C2=C(C=NC(=C2)C)OCC2(COCCC2)O)=C1)C